2-(2-benzoylhydrazyl)-N-benzyl-N-ethynyl-ethyl-sulfonamide C(C1=CC=CC=C1)(=O)NNCCS(=O)(=O)N(C#C)CC1=CC=CC=C1